3-(4-(1-(5-(1-(((R)-1-(3-(Difluoromethyl)-2-fluorophenyl)ethyl)amino)-4-methyl-pyrido[3,4-d]pyridazin-7-yl)-2-fluorobenzyl)piperidin-4-yl)-3-fluorophenyl)piperidine-2,6-dione FC(C=1C(=C(C=CC1)[C@@H](C)NC1=C2C(=C(N=N1)C)C=NC(=C2)C=2C=CC(=C(CN1CCC(CC1)C1=C(C=C(C=C1)C1C(NC(CC1)=O)=O)F)C2)F)F)F